(R)-3-(1-(7-(5-(Difluoromethyl)-1H-pyrazol-4-yl)-4-oxoquinazolin-3(4H)-yl)ethyl)-N-methylbenzamide FC(C1=C(C=NN1)C1=CC=C2C(N(C=NC2=C1)[C@H](C)C=1C=C(C(=O)NC)C=CC1)=O)F